methyl 5-chloro-6-cyano-2-((4-fluoro-2-methylphenyl)-amino)nicotinate ClC=1C(=NC(=C(C(=O)OC)C1)NC1=C(C=C(C=C1)F)C)C#N